tert-butyl 2-[7-(2-methoxy-4,6-dimethyl-phenyl)-1,8-naphthyridin-2-yl]-1,4-oxazepane-4-carboxylate COC1=C(C(=CC(=C1)C)C)C1=CC=C2C=CC(=NC2=N1)C1OCCCN(C1)C(=O)OC(C)(C)C